N-(4-chloro-2-fluorophenyl)acetamide ClC1=CC(=C(C=C1)NC(C)=O)F